C(C)(C)C1=C(C=CC=C1)C(CCOC)OC 2-isopropylphenyl-1,3-dimethoxypropane